trans-4-((4-(1-Isopropyl-1H-pyrazol-4-yl)pyridin-2-yl)((trans-4-(4-methoxy-3-methylphenyl)cyclohexyl)methyl) carbamoyl)cyclohexyl 3-hydroxyazetidine-1-carboxylate OC1CN(C1)C(=O)O[C@@H]1CC[C@H](CC1)C(N(C[C@@H]1CC[C@H](CC1)C1=CC(=C(C=C1)OC)C)C1=NC=CC(=C1)C=1C=NN(C1)C(C)C)=O